3'-iodo-2'-[2-(methylsulfanyl)pyrimidin-4-yl]-4'-oxo-5',6'-dihydro-1'H-spiro[piperidine-4,7'-pyrrolo[3,2-c]pyridine]-1-carboxylic acid tert-butyl ester C(C)(C)(C)OC(=O)N1CCC2(C3=C(C(NC2)=O)C(=C(N3)C3=NC(=NC=C3)SC)I)CC1